allohexose O=C[C@H](O)[C@H](O)[C@H](O)[C@H](O)CO